COC[C@@H](C)N1C(C(=CC=C1)CN1N=NC(=C1)C1=NC(=NC2=C(C=CC=C12)OC)N)=O 1-[(R)-2-methoxy-1-methylethyl]-3-{[4-(2-amino-8-methoxy-4-quinazolinyl)-1H-1,2,3-triazol-1-yl]methyl}-1H-pyridin-2-one